ClC1=CC(=C2C=CC(=NC2=N1)N)C(F)(F)F 7-chloro-5-(trifluoromethyl)-1,8-naphthyridin-2-amine